ClC1=NC=C(N=C1)C=1C=NC(=CC1)O[C@@H](C(F)(F)F)C 2-chloro-5-[6-[(1R)-2,2,2-trifluoro-1-methyl-ethoxy]-3-pyridyl]pyrazine